5-((-)-3-cyclopropyl-1-((R)-1,1-dimethylethylsulfinamido)-1-(2-methylpyridin-4-yl) propyl)-2-methoxypyrrolidine-1-carboxylate C1(CC1)CCC(C1=CC(=NC=C1)C)(N[S@](=O)C(C)(C)C)C1CCC(N1C(=O)[O-])OC